[C@H]12OCCN([C@@H]2C1)C(=O)C=1C2=C(N(N1)C1=CC=C(C=C1)CN1CCOCC1)C=1C=CC=C(C1S(C2)(=O)=O)OC ((1S,6R)-2-oxa-5-azabicyclo[4.1.0]hept-5-yl)(6-methoxy-1-(4-(morpholinomethyl)phenyl)-5,5-dioxido-1,4-dihydrothiochromeno[4,3-c]pyrazol-3-yl)methanone